C1(CC1)N1CCC(CC1)N1N=CC(=C1)NC=1N=C(C2=C(N1)SC=C2C)NC2=CC(=CC=C2)F N2-(1-(1-cyclopropylpiperidin-4-yl)-1H-pyrazol-4-yl)-N4-(3-fluorophenyl)-5-methylthieno[2,3-d]pyrimidine-2,4-diamine